C(\C=C/C(=O)[O-])(=O)OOC(C)(C)C Tert-BUTYL peroxymaleate